2-[4-(2-hydroxy-3-tridecyloxy-propyl)oxy-2-hydroxyphenyl]-4,6-bis(2,4-dimethylphenyl)-1,3,5-triazine OC(COC1=CC(=C(C=C1)C1=NC(=NC(=N1)C1=C(C=C(C=C1)C)C)C1=C(C=C(C=C1)C)C)O)COCCCCCCCCCCCCC